5-Hydroxymethyluracil OCC=1C(NC(NC1)=O)=O